2-(3,5-dichloro-4-((5-isopropyl-4-methyl-6-oxo-1,6-dihydropyridin-3-yl)oxy)phenyl)-3,5-dioxo-2,3,4,5-tetrahydro-1,2,4-triazine-6-carboxylic acid ClC=1C=C(C=C(C1OC1=CNC(C(=C1C)C(C)C)=O)Cl)N1N=C(C(NC1=O)=O)C(=O)O